mercaptosulfoxide SS(=O)S